4-(chloroformyl)-3,5-dimethylpiperazine-1-carboxylic acid tert-butyl ester C(C)(C)(C)OC(=O)N1CC(N(C(C1)C)C(=O)Cl)C